C1(CCCCC1)C1C(N(CCC1)CC(CN1C2=CC=C(C=C2C=2C=C(C=CC12)F)F)O)=O 3-cyclohexyl-1-(3-(3,6-difluoro-9H-carbazol-9-yl)-2-hydroxypropyl)piperidin-2-one